O[C@@H]1C[C@@H](CC[C@H]1C)NC1=NC(=NC=C1C(=O)N)NC(CC)(CC)C 4-((1R,3R,4R)-3-hydroxy-4-methylcyclohexylamino)-2-(3-methylpentan-3-ylamino)pyrimidine-5-carboxamide